2-benzenesulfonyl-1-(4-chlorophenyl)ethanone tert-butyl-4-(3-isopropoxy-3-oxoprop-1-yn-1-yl)piperidine-1-carboxylate C(C)(C)(C)OC(=O)N1CCC(CC1)C#CC(=O)OC(C)C.C1(=CC=CC=C1)S(=O)(=O)CC(=O)C1=CC=C(C=C1)Cl